(3aR,6R,7aR)-1-(7,8-dihydrofuro[3,2-e][1,3]benzothiazol-2-yl)-6-ethynyl-hexahydropyrano[3,4-d]imidazol-2(3H)-one N1=C(SC2=C1C1=C(C=C2)OCC1)N1C(N[C@@H]2[C@H]1C[C@@H](OC2)C#C)=O